(2-fluoro-4-(1-(quinolin-6-ylmethyl)-1H-[1,2,3]triazolo[4,5-b]pyrazin-6-yl)phenyl)dimethylphosphine oxide FC1=C(C=CC(=C1)C1=CN=C2C(=N1)N(N=N2)CC=2C=C1C=CC=NC1=CC2)P(C)(C)=O